ClC=1C=C(C=C(C1)Cl)C1=CC(=CC(=C1)OC=1C=NC(=NC1)N1CCN(CC1)C)CN1CCC(CC1)CC(=O)O 2-(1-((3',5'-dichloro-5-((2-(4-methylpiperazin-1-yl)pyrimidin-5-yl)oxy)-[1,1'-biphenyl]-3-yl)methyl)piperidin-4-yl)acetic acid